FC1=CC(=NC=C1N1CCOCC1)C=1N(C2=CC=CC=C2C1)C(=O)OC(C)(C)C tert-Butyl 2-(4-fluoro-5-morpholinopyridin-2-yl)-1H-indole-1-carboxylate